(2R,5S)-4-(2-chloro-6-((1-(methoxycarbonyl)-1,2,3,4-tetrahydronaphthalen-1-yl)methyl)-5-nitropyrimidin-4-yl)-2,5-dimethylpiperazine-1-carboxylic acid tert-butyl ester C(C)(C)(C)OC(=O)N1[C@@H](CN([C@H](C1)C)C1=NC(=NC(=C1[N+](=O)[O-])CC1(CCCC2=CC=CC=C12)C(=O)OC)Cl)C